2-Chloro-4,6-dimethylphenylisocyanat ClC1=C(C(=CC(=C1)C)C)N=C=O